CN1C(N(C2=C1C=C(C=C2)S(NC2(CC2)C)(=O)=O)CC2=CC=C(C(=O)N)C=C2)=O 4-[[3-methyl-5-[(1-methylcyclopropyl)sulfamoyl]-2-oxo-benzoimidazol-1-yl]methyl]benzamide